[N+](=O)([O-])C=1C(=NC=CC1)SC(C(=O)O)CC1=CC=CC=C1.NC=1C(=NC=CC1)S[C@H](C(=O)OCC)[C@@H](C1=CC=CC=C1)NC(=O)OC(C)(C)C ethyl (2S,3R)-2-((3-aminopyridin-2-yl)thio)-3-((tert-butoxycarbonyl)amino)-3-phenylpropanoate 2-[(3-nitro-2-pyridyl)sulfanyl]-3-phenyl-propanoate